CC(O)C1CC1 methyl-(cyclopropyl)carbinol